(Z)-1-(2,6,6-trimethyl-1-cyclohexen-1-yl)-2-buten-1-one CC1=C(C(CCC1)(C)C)C(\C=C/C)=O